3,5-dichloro-N-(3-((3-fluoropyridin-2-yl)methyl)-2,8-dimethyl-4-oxo-3,4-dihydroquinazolin-5-yl)-4-hydroxybenzamide ClC=1C=C(C(=O)NC2=C3C(N(C(=NC3=C(C=C2)C)C)CC2=NC=CC=C2F)=O)C=C(C1O)Cl